CC=1C=C(C(=CC1)O)C p-methylcresol